CC(CCCC1=CC2=C(C3=CC=CC=C3C(=C2C=C1)OCCCC)OCCCC)C 2-(4-methylpentyl)-9,10-di(n-butoxy)anthracene